NC=1C=CC(=C(OC=2C=C3C(N(C=NC3=CC2)C)=O)C1)C 6-(5-amino-2-methyl-phenoxy)-3-methyl-quinazolin-4-one